2-[(1Z)-5-fluoro-2-methyl-1-[(3-{[4-(trifluoromethyl)phenoxy]methyl}phenyl)-methylidene]-1H-inden-3-yl]acetic acid FC=1C=C2C(=C(/C(/C2=CC1)=C/C1=CC(=CC=C1)COC1=CC=C(C=C1)C(F)(F)F)C)CC(=O)O